FC1=C(C(=CC=C1)C)N1CCC(CC1)N1C(N(C=2C(C1)=CN(N2)CCN(C)C(C)C)CC2=C(C=CC=C2)C(F)(F)F)=O 5-[1-(2-Fluoro-6-methyl-phenyl)-piperidin-4-yl]-2-[2-(isopropyl-methyl-amino)-ethyl]-7-(2-trifluoromethyl-benzyl)-2,4,5,7-tetrahydro-pyrazolo[3,4-d]pyrimidin-6-on